(R)-2-methyl-3-(1-((7-morpholinoimidazo[1,2-a]quinazolin-5-yl)amino)ethyl)benzonitrile CC1=C(C#N)C=CC=C1[C@@H](C)NC1=NC=2N(C3=CC=C(C=C13)N1CCOCC1)C=CN2